N1N=CC2=CC(=CC=C12)NC1=NC(=NC=C1)C1=CC=C2CN(C(C2=C1)=O)CC(=O)NC1=CN=NC=C1 2-(6-(4-((1H-indazol-5-yl)amino)pyrimidin-2-yl)-1-oxoisoindolin-2-yl)-N-(pyridazin-4-yl)acetamide